4-acetyl-2,6-difluoro-N,N-bis[(4-methoxyphenyl)methyl]benzenesulfonamide C(C)(=O)C1=CC(=C(C(=C1)F)S(=O)(=O)N(CC1=CC=C(C=C1)OC)CC1=CC=C(C=C1)OC)F